BrC1=CC2=C(C=C(O2)C(=O)O)C=C1OCOC 6-bromo-5-(methoxymethyloxy)-1-benzofuran-2-carboxylic acid